C(C1=CC=CC=C1)NC1=C(C=C(C=C1)S(=O)(=O)NC)C=1N=NN(N1)C 4-(benzylamino)-N-methyl-3-(2-methyl-2H-tetrazol-5-yl)benzenesulfonamide